(2-(1,3-dimethyl-2,6-dioxo-1,2,3,6-tetrahydro-7H-purin-7-yl)ethoxy)benzoic acid CN1C(N(C=2N=CN(C2C1=O)CCOC1=C(C(=O)O)C=CC=C1)C)=O